tert-butyl ((3R,4R)-1-(5-(1-(2,6-difluorophenyl)-6-oxo-1,6-dihydropyridazine-3-carboxamido)-1-(2-methoxyethyl)-1H-indazol-4-yl)-4-methylpyrrolidin-3-yl)carbamate FC1=C(C(=CC=C1)F)N1N=C(C=CC1=O)C(=O)NC=1C(=C2C=NN(C2=CC1)CCOC)N1C[C@@H]([C@@H](C1)C)NC(OC(C)(C)C)=O